4-chloro-2-[18F]fluorophenylalanine ClC1=CC(=C(C[C@H](N)C(=O)O)C=C1)[18F]